N-(4-fluoro-2-methoxy-5-nitrophenyl)-4-(3,3,5,6-tetramethyl-2,3-dihydro-1H-pyrrolo[3,2-b]pyridin-1-yl)-1,3,5-triazin-2-amine FC1=CC(=C(C=C1[N+](=O)[O-])NC1=NC=NC(=N1)N1CC(C2=NC(=C(C=C21)C)C)(C)C)OC